FC=1C=CC=C2OCCCCOC3=CC=CC(C4=NNC5=CN=C(C12)C=C45)=C3 17-fluoro-7,12-dioxa-20,23,24-triazapentacyclo[17.5.2.12,6.013,18.022,25]heptacosa-1(24),2(27),3,5,13,15,17,19,21,25-decaene